NC=1C=2N(C(=CN1)Cl)C(=NC2C#CC2=CC(=NC(=C2)OC)OC)[C@@H]2CN(CC2)C(C=C)=O (S)-1-(3-(8-amino-5-chloro-1-((2,6-dimethoxypyridin-4-yl)ethynyl)imidazo[1,5-a]pyrazin-3-yl)pyrrolidin-1-yl)prop-2-en-1-one